ClC=1C(=NC(=NC1)F)NC1=CC2=C(NC(N2CCC(C)(C)O)=O)C=C1 5-[(5-chloro-2-fluoro-pyrimidin-4-yl)amino]-3-(3-hydroxy-3-methyl-butyl)-1H-benzimidazol-2-one